CN1C(CCC2=CC=CC=C12)=O 1-methyl-2-oxo-1,2,3,4-tetrahydroquinoline